CC(C(=O)SC1=CC=C(C=C1)C)(C)N1CCOCC1 2-methyl-2-morpholino(4-methylphenylsulfanyl)propan-1-one